The molecule is a long-chain primary fatty alcohol that is nonadecan-1-ol substituted by a methyl group at position 18. It derives from a hydride of a nonadecane. CC(C)CCCCCCCCCCCCCCCCCO